CS(=O)(=O)C=1C=CC(=NC1)C=1C(=C2C(=NC1)NC=C2)N[C@H]2CN(CCC2)C(CC#N)=O (R)-3-(3-((5-(5-(methylsulfonyl)pyridin-2-yl)-1H-pyrrolo[2,3-b]pyridin-4-yl)amino)piperidin-1-yl)-3-oxopropanenitrile